COC(=O)C=1SC=C(C1C(=O)OC)NC(NC1=C(C=C(C(=C1)CN1C=CC2=CC=CC=C12)OC)F)=O ({[2-fluoro-5-(indol-1-ylmethyl)-4-methoxyphenyl]carbamoyl}amino)thiophene-2,3-dicarboxylic acid dimethyl ester